N-({5-chloro-6-[(1,3-thiazol-4-yl)methoxy]-2-indolyl}methyl)-3-(hydroxymethyl)-1-azetidinecarboxamide ClC=1C=C2C=C(NC2=CC1OCC=1N=CSC1)CNC(=O)N1CC(C1)CO